C[C@H]1[C@@H](N(CCO1)C(=O)Cl)C (2S,3S)-2,3-dimethylmorpholine-4-carbonyl chloride